(4-(3-cyano-7-(1-methyl-1H-pyrazol-4-yl)imidazo[1,2-a]pyridin-5-yl)-3,6-dihydro-2H-[1,3'-bipyridin]-6'-yl)acrylamide C(#N)C1=CN=C2N1C(=CC(=C2)C=2C=NN(C2)C)C=2CCN(CC2)C=2C=NC(=CC2)C(C(=O)N)=C